[C@H]12CN(C[C@H](CC1)N2)C2=NC(=NC1=C(C(=CC=C21)C2=CC(=CC1=CC=CC=C21)O)F)OCC(CNC(C)=O)(C)C N-(3-((4-((1R,5S)-3,8-diazabicyclo[3.2.1]octan-3-yl)-8-fluoro-7-(3-hydroxynaphthalen-1-yl)quinazolin-2-yl)oxy)-2,2-dimethylpropyl)acetamide